C(CC)NC(O[C@H]1C[C@H](CC1)C1=CC(=NN1)NC(=O)C1=CC=NN1C)=O (1R,3S)-3-(3-{[(1-methyl-1H-pyrazol-5-yl)carbonyl]amino}-1H-pyrazol-5-yl)cyclopentyl propyl-carbamate